COC=1C=C(C=C(C1)C1=CC=CC=C1)[C@H](CC(=O)[O-])NC(=O)NC=1C(N2CCCC2=CC1[O-])=O.[Na+].[Na+] Natrium (S)-3-(5-Methoxybiphenyl-3-yl)-3-(3-(7-oxido-5-oxo-1,2,3,5-tetrahydroindolizin-6-yl)ureido)propanoat